3-chloro-3'-cyclopropyl-5'-fluoro-[1,1'-biphenyl]-4-carboxylic acid ClC=1C=C(C=CC1C(=O)O)C1=CC(=CC(=C1)F)C1CC1